tert-butyl 4-(2-(4-(7,7-difluoro-2-(methylthio)-6,7-dihydro-5H-cyclopenta[d]pyrimidin-4-yl)-2-fluorophenoxy)acetyl)piperazin-1-carboxylate FC1(CCC2=C1N=C(N=C2C2=CC(=C(OCC(=O)N1CCN(CC1)C(=O)OC(C)(C)C)C=C2)F)SC)F